(4-nitrophenyl)ethylamine hydrochloride Cl.[N+](=O)([O-])C1=CC=C(C=C1)CCN